Cl.NCC=1C(NC(=CC1C(F)(F)F)C)=O 3-(Aminomethyl)-6-methyl-4-(trifluoromethyl)pyridin-2(1H)-one hydrochloride